C(CCCCCCC)OC1=C(C(=CC=C1)C1=CC=CC=C1)C#N octoxybiphenyl-nitrile